(5-(((1R,2R,3S)-2-amino-3-hydroxycyclohexyl)methyl)-1-oxoisoindolin-2-yl)piperidine-2,6-dione N[C@@H]1[C@H](CCC[C@@H]1O)CC=1C=C2CN(C(C2=CC1)=O)N1C(CCCC1=O)=O